5-(4-isopropyl-4H-1,2,4-triazol-3-yl)-1H-indazole C(C)(C)N1C(=NN=C1)C=1C=C2C=NNC2=CC1